C(C)C(CC(=O)O)CCCC 2-ethyl-hexanecarboxylic acid